FC1=C(C=CC(=N1)C(=O)NC)N1C=C2CN(CC2=C1)CC=1C(=C2NC(C=3N(C2=CC1)N=CC3C)=O)F 6-fluoro-5-(5-((6-fluoro-3-methyl-4-oxo-4,5-dihydropyrazolo[1,5-a]quinoxalin-7-yl)methyl)-5,6-dihydropyrrolo[3,4-c]pyrrol-2(4H)-yl)-N-methylpicolinamide